2-(4-(chloromethyl)-3-fluorophenyl)-1-methyl-4-(trifluoromethyl)-1H-imidazole ClCC1=C(C=C(C=C1)C=1N(C=C(N1)C(F)(F)F)C)F